CC=1C(=C(OC1C(=O)O)C(=O)O)C.C(=C)[Si](OCCOC)(OCCOC)OCCOC vinyl-tris(β-methoxy-ethoxy)silane Dimethyl-2,5-furandicarboxylate